FC=1C(=C(C(=C(C1F)F)F)S(=O)(=O)O)C(C(C(C(C(C(C(C(C(F)(F)F)(F)F)(F)F)(F)F)(F)F)(F)F)(F)F)(F)F)(F)F perfluorononylbenzenesulfonic acid